8-(4-(4-Isopropylpiperazin-1-yl)phenyl)-7-(4-methoxyphenyl)-5,6-dihydronaphthalen-2-yl trifluoromethanesulfonate FC(S(=O)(=O)OC1=CC=2C(=C(CCC2C=C1)C1=CC=C(C=C1)OC)C1=CC=C(C=C1)N1CCN(CC1)C(C)C)(F)F